O[C@@H](CC)C1=CC(=C(C=N1)C1=NC=C2C=C(N=CC2=C1)NC(=O)C1CCC1)C N-(7-{6-[(1S)-1-hydroxypropyl]-4-methylpyridin-3-yl}-2,6-naphthyridin-3-yl)cyclobutanecarboxamide